BrC1=C(CC(N)C)C=C2C(=C1)OCO2 2-bromo-4,5-methylenedioxyamphetamine